2-((2-aminoethyl)(2-(3-(2-((2-aminoethyl)(2-((cyanomethyl)amino)eth-yl)amino)ethyl)-2-oxoimidazolidin-1-yl)ethyl)amino)acetonitrile NCCN(CC#N)CCN1C(N(CC1)CCN(CCNCC#N)CCN)=O